4-amino-1-(4-((5-fluoro-2-methoxybenzamido)methyl)phenyl)-3-(trifluoromethyl)-1H-pyrazole-5-carboxamide NC=1C(=NN(C1C(=O)N)C1=CC=C(C=C1)CNC(C1=C(C=CC(=C1)F)OC)=O)C(F)(F)F